ClC=1C=C2C(=NN(C2=CC1C#N)COCC[Si](C)(C)C)C1=CC=C2CCN(CC2=C1)C 5-chloro-3-(2-methyl-1,2,3,4-tetrahydroisoquinolin-7-yl)-1-((2-(trimethylsilyl)ethoxy)Methyl)-1H-indazole-6-carbonitrile